C(CCCCCC)C=1OC=CC1 2-Heptyl-Furan